O1CCC(CC1)C1=CC=C(C=C1)C1=CC=C2C(CCOC2=C1)NC(O[C@@H]1CN2CCC1CC2)=O (S)-quinuclidin-3-yl (7-(4-(tetrahydro-2H-pyran-4-yl)phenyl)chroman-4-yl)carbamate